3,5-dihydroxybenzeneformamidine OC=1C=C(C=C(C1)O)C(=N)N